NC1CN(CCC1)C1=C2C(=NC=C1NC(=O)C1=NC(=C(C=C1)F)C1=C(C=CC=C1F)F)C(CC2)=O N-{4-[3-aminopiperidin-1-yl]-7-oxo-6,7-dihydro-5H-cyclopenta[b]pyridin-3-yl}-6-(2,6-difluorophenyl)-5-fluoropyridine-2-carboxamide